NC=1C(NC(N(N1)C1=CC(=C(C(=C1)Cl)OC1=CNC(C=2C(C3CC(C12)C3)C)=O)Cl)=O)=O 6-amino-2-(3,5-dichloro-4-((8-methyl-1-oxo-1,2,5,6,7,8-hexahydro-5,7-methanoisoquinolin-4-yl)oxy)phenyl)-1,2,4-triazine-3,5(2H,4H)-dione